(2,5-dimethoxyphenyl)boric acid COC1=C(C=C(C=C1)OC)OB(O)O